C1NCC12NCCC2 2,5-diazaspiro[3.4]octane